FC=1C=C2C(CC(C2=CC1F)=C(C#N)C#N)=O 2-(5,6-difluoro-3-oxo-2,3-dihydro-1H-inden-1-ylidene)-malononitrile